NCCCNCCCCO 4-((3-aminopropyl)amino)butan-1-ol